di-sec-butoxybis(ethoxyacetoacetyl)zirconium C(C)(CC)O[Zr](C(CC(=O)COCC)=O)(C(CC(=O)COCC)=O)OC(C)CC